COC(C1=CC(=CC=C1)C(NC1=CC2=C(NC(=N2)C2=CC=C(C=C2)C(F)(F)F)C=C1)=O)=O 3-((2-(4-(Trifluoromethyl)phenyl)-1H-benzimidazol-5-yl)carbamoyl)benzoic acid methyl ester